ClC1=C(C=C(C2=CN(N=C12)C1OCCCC1)C(=O)O)F 7-chloro-6-fluoro-2-(oxan-2-yl)indazole-4-carboxylic acid